6-bromo-4-methylpyrazolo[1,5-a]pyridine-2-carboxylic acid BrC=1C=C(C=2N(C1)N=C(C2)C(=O)O)C